FC(C1=NN=NN1)(F)F 5-(Trifluoromethyl)tetrazol